NC1=NNC2=CC=C(C=C12)C1=CC=CC=2N1N=CC2C(=O)N2CCCCC2 [7-(3-amino-1H-indazole-5-yl)pyrazolo[1,5-a]pyridin-3-yl]-(1-piperidyl)methanone